2-(difluoromethyl)-5-trifluoromethyl-pyrazole-3-carboxylic acid FC(N1N=C(C=C1C(=O)O)C(F)(F)F)F